2-methyl-4,5,6,7-tetrahydro-1-benzothiophen-3-amine hydrochloride Cl.CC=1SC2=C(C1N)CCCC2